1-((3-((2-(2-(2-(2-azidoethoxy)ethoxy)ethoxy)ethyl)carbamoyl)-4-chlorophenyl)sulfonyl)-5-methoxypentan-2-yl (2,5-dioxopyrrolidin-1-yl) carbonate C(OC(CS(=O)(=O)C1=CC(=C(C=C1)Cl)C(NCCOCCOCCOCCN=[N+]=[N-])=O)CCCOC)(ON1C(CCC1=O)=O)=O